2-(cyclooctylmethoxy)ethan-1-ol C1(CCCCCCC1)COCCO